FC(CNC=1N=CC2=C(N1)NC=C2C=2C=C(C1=C(N(C(=N1)C)C(C)C)C2)F)(C)F N-(2,2-difluoropropyl)-5-(4-fluoro-1-isopropyl-2-methyl-1H-benzo[d]imidazol-6-yl)-7H-pyrrolo[2,3-d]pyrimidin-2-amine